C12C(CC(CC1)O2)CN (7-oxabicyclo[2.2.1]heptan-2-yl)methylamine